tert-butyl (2S)-2-(((3-(2,6-dioxopiperidin-3-yl)-1-methyl-1H-indazol-7-yl)amino)methyl)pyrrolidine-1-carboxylate O=C1NC(CCC1C1=NN(C2=C(C=CC=C12)NC[C@H]1N(CCC1)C(=O)OC(C)(C)C)C)=O